2-(tert-butyl)-oxazole-4-carboxylic acid C(C)(C)(C)C=1OC=C(N1)C(=O)O